4-([1,1'-biphenyl]-4-yl)-6-(5-chloropyridin-2-yl)-2-phenylpyrimidine C1(=CC=C(C=C1)C1=NC(=NC(=C1)C1=NC=C(C=C1)Cl)C1=CC=CC=C1)C1=CC=CC=C1